O1COC2C1COC2 3a,4,6,6a-tetrahydrofuro[3,4-d][1,3]dioxole